5,7-dichloro-1-(4-methoxybenzyl)pyrido[4,3-d]pyrimidine-2,4(1H,3H)-dione ClC1=NC(=CC=2N(C(NC(C21)=O)=O)CC2=CC=C(C=C2)OC)Cl